N[C@H]1CN(CCC1)C1=C2C(=NC=C1)N(C(=N2)C2=CC(=C(C#N)C=C2)F)C2=CC=C(C=C2)N2CCCC2 (R)-4-(7-(3-aminopiperidin-1-yl)-3-(4-(pyrrolidin-1-yl)phenyl)-3H-imidazo[4,5-b]pyridin-2-yl)-2-fluorobenzonitrile